3-(2-(chloromethyl)-3-(2-ethoxyethyl)-3H-imidazo[4,5-b]pyridin-6-yl)-5-(trifluoromethyl)-1,2,4-oxadiazole ClCC1=NC=2C(=NC=C(C2)C2=NOC(=N2)C(F)(F)F)N1CCOCC